ethyl (R)-2,4-dimethyl-5-(2-oxo-2-((1,1,1-trifluoroprop-2-yl)amino)acetyl)-1H-pyrrole-3-carboxylate CC=1NC(=C(C1C(=O)OCC)C)C(C(N[C@@H](C(F)(F)F)C)=O)=O